5-Isobutyrylamino-2-(2,2,2-trifluoroethoxy)benzoic acid methyl ester COC(C1=C(C=CC(=C1)NC(C(C)C)=O)OCC(F)(F)F)=O